FC=1C(=NC(=NC1)N1CC2(COC2)C1)COC1=CC=C(C=C1)C(C)(C)C1=CC=C(OC2CC(C2)NC(OC(C)(C)C)=O)C=C1 tert-butyl ((1s,3s)-3-(4-(2-(4-((5-fluoro-2-(2-oxa-6-azaspiro[3.3]heptan-6-yl)pyrimidin-4-yl)methoxy)phenyl) propan-2-yl)phenoxy)cyclobutyl)carbamate